tert-butyl 4-(5-fluoro-3-pyrazin-2-yl-2-pyridyl)piperidine-1-carboxylate FC=1C=C(C(=NC1)C1CCN(CC1)C(=O)OC(C)(C)C)C1=NC=CN=C1